O=C1NC(CCC1N1C(C2=CC=CC(=C2C1)NC(CCC(=O)O)=O)=O)=O 4-((2-(2,6-dioxopiperidin-3-yl)-1-oxoisoindolin-4-yl)amino)-4-oxobutanoic acid